(11-(4-(2,6-dioxopiperidin-3-yl)-5-oxo-3,3a,4,5-tetrahydropyrrolo[2,3,4-de]quinolin-1(2H)-yl)-11-carbonylundecyl)carbamate O=C1NC(CCC1N1C(C=2C=3C1CCN(C3C=CC2)C(CCCCCCCCCCNC([O-])=O)=C=O)=O)=O